C(C)NCCCCO 4-(ethylamino)-1-butanol